N1(CCCC2=CC=CC=C12)S(=O)(=O)C1=CC=C(C(=O)NC2=NC=NC=C2)C=C1 4-((3,4-dihydroquinolin-1(2H)-yl)sulfonyl)-N-(pyrimidin-4-yl)benzamide